FC=1C=C2C(N(C=3N(C2=CC1)C(NN3)=S)CCCNC(CC=3C=NC=CC3)=O)=O N-(3-(7-Fluoro-5-oxo-1-thioxo-1,2-dihydro-[1,2,4]triazolo[4,3-a]quinazolin-4(5H)-yl)propyl)-2-(pyridine-3-yl)acetamide